ClC=1C=NC(=C(C(=O)NC2CCC(CC2)CN2C(N(C3=C2C=CC=C3)C=3C=NC(=CC3)N3C(NCC3)=O)=O)C1)C(F)(F)F 5-chloro-N-((1r,4r)-4-((2-oxo-3-(6-(2-oxoimidazolidin-1-yl)pyridin-3-yl)-2,3-dihydro-1H-benzo[d]imidazol-1-yl)methyl)cyclohexyl)-2-(trifluoromethyl)nicotinamide